CC1(CCCC1)C1=C(C=CC=C1)C1=CC=CC=C1 1-methylcyclopentylbiphenyl